4-vinylbenzenesulfonic acid-tetrabutylphosphonium salt C(CCC)[P+](CCCC)(CCCC)CCCC.C(=C)C1=CC=C(C=C1)S(=O)(=O)[O-]